(Z)-1-(4-amino-2-fluoro-but-2-en-1-yl)-N,N,2-trimethyl-4-(3-(methylsulfonyl)phenyl)-1H-benzo[d]imidazole-6-carboxamide hydrochloride Cl.NC\C=C(\CN1C(=NC2=C1C=C(C=C2C2=CC(=CC=C2)S(=O)(=O)C)C(=O)N(C)C)C)/F